S(=O)(=O)([O-])[O-].C[N+](CC(CC)NC(C=C)=O)(C)C.C[N+](CC(CC)NC(C=C)=O)(C)C N,N,N-Trimethyl-2-[(1-oxo-2-propen-1-yl)amino]butanaminium sulfate